7-(4-[(3-Dimethylaminopropyl)iminomethyl]phenyl)-2,4-diphenyl-7H-pyrrolo[2,3-d]pyrimidine CN(CCCN=CC1=CC=C(C=C1)N1C=CC2=C1N=C(N=C2C2=CC=CC=C2)C2=CC=CC=C2)C